ClC(C)CCC(C)Cl 2,5-dichlorohexane